(2R,3R,4S,5S,6R)-2-((1-((tert-butyldimethylsilyl)oxy)pent-4-en-2-yl)thio)-6-(hydroxymethyl)tetrahydro-2H-pyran-3,4,5-triyl tribenzoate C(C1=CC=CC=C1)(=O)O[C@H]1[C@H](O[C@@H]([C@@H]([C@@H]1OC(C1=CC=CC=C1)=O)OC(C1=CC=CC=C1)=O)CO)SC(CO[Si](C)(C)C(C)(C)C)CC=C